2,3,4,6,7,8,9,9a-octahydro-1H-pyrido[1,2-a]pyrazin-8-ylmethanol C1C2N(CCN1)CCC(C2)CO